C(C)(C)(C)[S@](=O)N=CC=1C=C(C=C2CCN(CC12)C(=O)[O-])Cl (S)-8-(((tert-butylsulfinyl)imino)methyl)-6-chloro-3,4-dihydroisoquinoline-2(1H)-carboxylate